((2,6-dimethylpyrimidin-4-yl)amino)-N-ethoxy-4-((2-Methoxy-4-(1-methyl-1H-pyrazol-5-yl)phenyl)amino)nicotinamide CC1=NC(=CC(=N1)NC1=C(C(=O)NOCC)C(=CC=N1)NC1=C(C=C(C=C1)C1=CC=NN1C)OC)C